C(C)OC(C1=C(C=C(C=C1)OC)CBr)=O 2-(bromomethyl)-4-methoxybenzoic acid ethyl ester